2,4-bis(benzyloxy)-5-isopropylaniline C(C1=CC=CC=C1)OC1=C(N)C=C(C(=C1)OCC1=CC=CC=C1)C(C)C